C(C)(CCC)C1=C(C=C(C(=C1C)Cl)C)O 2-sec-amyl-3,5-dimethyl-p-chlorophenol